1-[2-(1H-indol-5-yl)-3-(pyridin-4-yl)-6,7-dihydropyrazolo[1,5-a]pyrazin-5(4H)-yl]prop-2-en N1C=CC2=CC(=CC=C12)C1=NN2C(CN(CC2)CC=C)=C1C1=CC=NC=C1